C(C)(C)(C)OC(=O)NCCC1CCNCC1 4-[2-(tert-Butoxycarbonyl-amino)ethyl]piperidine